C(C1=CC=CC=C1)[C@H]1N(C(OC1)=O)C([C@@H]([C@@H](O)[C@@H]1N(C(OC1)(C)C)C(=O)OC(C)(C)C)C)=O tert-Butyl (4R)-4-{(1R,2R)-3-[(4R)-4-benzyl-2-oxo-1,3-oxazolidin-3-yl]-1-hydroxy-2-methyl-3-oxopropyl}-2,2-dimethyl-1,3-oxazolidine-3-carboxylate